2-Amino-N-[1-(8-chloro-5-pyridin-2-ylimidazo[1,5-a]pyridin-6-yl)ethyl]-pyrazolo[1,5-a]pyrimidine-3-carboxamide trifluoroacetate salt FC(C(=O)O)(F)F.NC1=NN2C(N=CC=C2)=C1C(=O)NC(C)C=1C=C(C=2N(C1C1=NC=CC=C1)C=NC2)Cl